13-(2-{2-[2-(2-aminoethoxy)ethoxy]ethoxy}ethyl)-4,7,10,16,19,22-hexaoxa-13-azapentacosane-1,25-dioic acid NCCOCCOCCOCCN(CCOCCOCCOCCC(=O)O)CCOCCOCCOCCC(=O)O